tert-butyl 8-methyl-7-{7-[(6-methyl-5,6,7,8-tetrahydro-1,6-naphthyridin-3-yl)amino]-1,2,3,4-tetrahydro-2,6-naphthyridin-2-yl}-1H,2H,3H-pyrido[2,3-b][1,4]oxazine-1-carboxylate CC1=C(C=NC=2OCCN(C21)C(=O)OC(C)(C)C)N2CC1=CC(=NC=C1CC2)NC=2C=NC=1CCN(CC1C2)C